5-((4-(7-ethyl-[1,2,4]triazolo[1,5-a]pyridin-6-yl)piperidin-1-yl)sulfonyl)-2-methyloxazole C(C)C1=CC=2N(C=C1C1CCN(CC1)S(=O)(=O)C1=CN=C(O1)C)N=CN2